tert-butyl (2-fluoro-4-(N-hydroxycarbamimidoyl)benzyl)carbamate FC1=C(CNC(OC(C)(C)C)=O)C=CC(=C1)C(NO)=N